methyl 3-fluoro-5-methoxy-4-nitrobenzoate FC=1C=C(C(=O)OC)C=C(C1[N+](=O)[O-])OC